COC1=CC=C(C(=N1)C=1N=NN(N1)C)NC(C)C=1C=C(C=C2C(N(C=3N(C12)C=NC3C(=O)N(C)C)C)=O)C 9-(1-((6-Methoxy-2-(2-methyl-2H-tetrazol-5-yl)pyridin-3-yl)amino)ethyl)-N,N,4,7-tetramethyl-5-oxo-4,5-dihydroimidazo[1,5-a]quinazoline-3-carboxamide